(S)-2,2-di-fluorocyclopropane-1-carboxylic acid FC1([C@@H](C1)C(=O)O)F